4-(2-fluoropyridin-3-yl)-6-methylpyrimidine FC1=NC=CC=C1C1=NC=NC(=C1)C